CC1(NC(C=2N1C(C(=CC2C)NC2=CC(=NC=C2C(=O)OCC)NCC2=CC(=C(C=C2)C)C)=O)=O)C2=CC=CC=C2 ethyl 4-((3,8-dimethyl-1,5-dioxo-3-phenyl-1,2,3,5-tetrahydroimidazo[1,5-a]pyridin-6-yl)amino)-6-((3,4-dimethylbenzyl)amino)nicotinate